C(C)(C)(C)C1=CC=C(C=C1)[IH+] (4-tert-butylphenyl)iodonium